6-fluoro-1,4-diazepane-1-carboxylate FC1CNCCN(C1)C(=O)[O-]